SC(CS)[Si](OCC)(OCC)OCC 1,2-dimercaptoethyltriethoxysilane